NC1=NC=C(C2=C1C=NN2C2OCCCC2)NC(=O)C(=O)N([C@@H](C)C2=NC=C(C=C2)C(F)(F)F)C N-(4-amino-1-tetrahydropyran-2-yl-pyrazolo[4,3-c]pyridin-7-yl)-N'-methyl-N'-[(1S)-1-[5-(trifluoromethyl)-2-pyridyl]ethyl]oxamide